FC=1C=C(C=CC1)C=1C(=NC(=NC1)NC1=CC(=CC=C1)C(=O)N1CCCC1)N[C@H]1[C@H]([C@@H]2C=C[C@H]1C2)C(=O)N (1S,2S,3R,4R)-3-((5-(3-fluorophenyl)-2-((3-(pyrrolidine-1-carbonyl)phenyl)amino)pyrimidin-4-yl)amino)bicyclo[2.2.1]hept-5-ene-2-carboxamide